ClC=1C=CC(=C(C1)N1N=C(C=2C=NC=3C=CC(=CC3C21)OC)C2=CC(=C(C=C2)C)C)C 1-(5-chloro-2-methylphenyl)-3-(3,4-dimethylphenyl)-8-methoxy-1H-pyrazolo[4,3-c]quinoline